BrC1=CC2=CN(N=C2C(=C1)CNC(C)=O)C N-[(5-bromo-2-methyl-indazol-7-yl)methyl]acetamide